NCC(=O)NC(CC)OCC(=O)[C@@]12OC(O[C@@H]1C[C@H]1[C@@H]3CCC4=CC(C=C[C@@]4([C@H]3[C@H](C[C@]21C)O)C)=O)CCC 2-Amino-N-(1-{2-[(1S,2S,4R,8S,9S,11S,12S,13R)-11-hydroxy-9,13-dimethyl-16-oxo-6-propyl-5,7-dioxapentacyclo[10.8.0.02,9.04,8.013,18]eicosan-14,17-dien-8-yl]-2-oxoethoxy}propyl)acetamide